N-((1S,2R)-2-((4-cyclopropyl-2-(methylcarbamoyl)-6-nitrophenyl)amino)cyclohexyl)-2-oxo-1,2-dihydroquinoline-4-carboxamide C1(CC1)C1=CC(=C(C(=C1)[N+](=O)[O-])N[C@H]1[C@H](CCCC1)NC(=O)C1=CC(NC2=CC=CC=C12)=O)C(NC)=O